OCCOC(C1=CC=CC=C1)=O benzoic acid-2-hydroxyethyl ester